5-((4-methylpiperazin-1-yl)methyl)-3-(2-(4-methylpiperazin-1-yl)pyridin-4-yl)-1H-pyrrolo[2,3-b]pyridine CN1CCN(CC1)CC=1C=C2C(=NC1)NC=C2C2=CC(=NC=C2)N2CCN(CC2)C